2-{5-[(3-{4-[(4-hydroxycyclohexyl)-amino]-1-(2,2,2-trifluoroethyl)-1H-indol-2-yl}prop-2-yn-1-yl)amino]pyridin-2-yl}-2-methylpropanenitrile OC1CCC(CC1)NC1=C2C=C(N(C2=CC=C1)CC(F)(F)F)C#CCNC=1C=CC(=NC1)C(C#N)(C)C